4-isopropyl-N-(4-((2-methoxyethyl)(methyl)amino)cyclohexyl)-5-(8-methyl-[1,2,4]triazolo[1,5-a]pyridin-6-yl)-1H-pyrazole-3-carboxamide C(C)(C)C=1C(=NNC1C=1C=C(C=2N(C1)N=CN2)C)C(=O)NC2CCC(CC2)N(C)CCOC